(2-oxo-2-(p-tolyl)ethyl)-12-phenylisoindolo[2,1-b]isoquinolin-5(7H)-one O=C(CC1=C2C(=C3N(C(C2=CC=C1)=O)CC1=CC=CC=C13)C1=CC=CC=C1)C1=CC=C(C=C1)C